CC=1SC(=C(N1)C)S(=O)(=O)Cl 2,4-dimethyl-1,3-thiazole-5-sulfonyl chloride